CC1(CC(CC(C1)(C(=O)NCCCCCCN(CCCCCC(=O)[O-])CCCCCC(=O)[O-])C)(C(=O)NCCCCCCN(CCCCCC(=O)[O-])CCCCCC(=O)[O-])C)C(=O)NCCCCCCN(CCCCCC(=O)[O-])CCCCCC(=O)[O-] 6,6',6'',6''',6'''',6'''''-((((1,3,5-Trimethylcyclohexane-1,3,5-tricarbonyl)tris(azanediyl))tris(hexane-6,1-diyl))tris(azanetriyl))hexahexanoate